[Cl-].C(CCCCCCC)[P+]1(CCCC1)CCCC 1-octyl-1-butyl-phospholanium chloride